(S)-6-((S)-2-((tert-butoxycarbonyl)amino)-3,3-dimethylbutanoyl)-6-azaspiro[2.5]octane-5-carboxylic acid C(C)(C)(C)OC(=O)N[C@H](C(=O)N1[C@@H](CC2(CC2)CC1)C(=O)O)C(C)(C)C